BrC=1C=C2CC(C2=C(C1)[N+](=O)[O-])=O 3-bromo-5-nitrobicyclo[4.2.0]oct-1,3,5-trien-7-one